C1(=CC=C(C=C1)C1=C(C=CC(=C1)N)C1=CC=C(C=C1)N)C1=CC=CC=C1 ([1,1'-biphenyl]-4-yl)-[1,1'-biphenyl]-4,4'-diamine